1,3,5-tris(6-(pyridin-3-yl)-phenyl)benzene N1=CC(=CC=C1)C1=CC=CC=C1C1=CC(=CC(=C1)C1=CC=CC=C1C=1C=NC=CC1)C1=CC=CC=C1C=1C=NC=CC1